1-(4-(4-(1,4-dimethyl-2-(4-(methylsulfonyl)phenyl)-1H-imidazo[4,5-c]pyridin-6-yl)phenyl)piperazin-1-yl)-2-methylpropan-2-ol CN1C(=NC=2C(=NC(=CC21)C2=CC=C(C=C2)N2CCN(CC2)CC(C)(O)C)C)C2=CC=C(C=C2)S(=O)(=O)C